n-tetradecyl-3-(3',5'-di-t-butyl-4'-hydroxyphenyl)-propionate C(CCCCCCCCCCCCC)OC(CCC1=CC(=C(C(=C1)C(C)(C)C)O)C(C)(C)C)=O